C(N)(OCC(C)OCCC)=O (2-propoxypropyl) carbamate